BrN1S(C2=C(C1)C=CC=C2F)(=O)=O bromo-7-fluoro-2,3-dihydro-1λ<6>-benzo[2,1-d][1,2]thiazole-1,1-dione